COC=1C=C2C=CC(NC2=CC1OC)=O 6,7-Dimethoxyquinolin-2(1H)-one